C1N(CC12CNCCC2)C=2SC1=C(N=NC(=C1)C1=C(C=C(C=C1)C=1C=NNC1)O)N2 2-[6-(2,6-Diazaspiro[3.5]nonan-2-yl)[1,3]thiazolo[4,5-c]pyridazin-3-yl]-5-(1H-pyrazol-4-yl)phenol